(S)-7-((S)-1-acryloylpyrrolidin-3-yl)-2-((3,5-dimethoxyphenyl)ethynyl)-4,5,6,7-tetrahydropyrazolo[1,5-a]pyrimidine-3-carboxamide C(C=C)(=O)N1C[C@H](CC1)[C@@H]1CCNC=2N1N=C(C2C(=O)N)C#CC2=CC(=CC(=C2)OC)OC